3-(2-hydroxyethyl)-5,5-dimethylpyrrolidin-2-one OCCC1C(NC(C1)(C)C)=O